N-(5-(3,5-difluorobenzyl)-1H-indazol-3-yl)-4-(4-((2-(2,6-dioxopiperidin-3-yl)-1-oxoisoindolin-5-yl)methyl)piperazin-1-yl)-2-((tetrahydro-2H-pyran-4-yl)amino)benzamide FC=1C=C(CC=2C=C3C(=NNC3=CC2)NC(C2=C(C=C(C=C2)N2CCN(CC2)CC=2C=C3CN(C(C3=CC2)=O)C2C(NC(CC2)=O)=O)NC2CCOCC2)=O)C=C(C1)F